4-(2-methoxyphenyl)butan-1-ol COC1=C(C=CC=C1)CCCCO